FC=1C=C(C=CC1C=O)NC(=O)C=1C(=NN(C1)C1=CC=C(C=C1)F)C N-(3-fluoro-4-formylphenyl)-1-(4-fluorophenyl)-3-methyl-1H-pyrazole-4-carboxamide